CN1C=C(C2=CC=CC(=C12)C)CC1=C(N)C=CC=C1 2-[(1,7-dimethyl-1H-indol-3-yl)methyl]aniline